BrCCCCCCCCCC(=O)N1CCC(CC1)C=1C=C2CN(C(C2=CC1)=O)C1C(NC(CC1)=O)=O 3-[5-[1-(10-bromodecanoyl)-4-piperidyl]-1-oxo-isoindolin-2-yl]piperidine-2,6-dione